3,3-bis(1,2-dimethylindole-3-yl)-5-dimethylaminophthalide CN1C(=C(C2=CC=CC=C12)C1(OC(=O)C2=CC=C(C=C12)N(C)C)C1=C(N(C2=CC=CC=C12)C)C)C